BrC=1C(=NC(=NC1)NC1=C(C=C(C(=C1)C)N1CCC(CC1)N1CCN(CC1)C)OC)NC1=C(C2=C(CCO2)C=C1)N(S(=O)(=O)C)C N-(6-((5-bromo-2-((2-methoxy-5-methyl-4-(4-(4-methylpiperazin-1-yl)piperidin-1-yl)phenyl)Amino)pyrimidin-4-yl)amino)-2,3-dihydrobenzofuran-7-yl)-N-methylmethanesulfonamide